C(#N)C1=CC(=C(COC2=C(C=CC=C2F)C2CCN(CC2)CC2=NC3=C(N2C)C=C(C=C3OC(F)F)C(=O)O)C=C1)F 2-((4-(2-((4-Cyano-2-fluorobenzyl)oxy)-3-fluorophenyl)piperidin-1-yl)methyl)-4-(difluoromethoxy)-1-methyl-1H-benzo[d]imidazole-6-carboxylic acid